6-bromo-7-fluoro-1-((2-(trimethylsilyl)ethoxy)methyl)-1H-indazole BrC1=CC=C2C=NN(C2=C1F)COCC[Si](C)(C)C